(R)-N-(2-(difluoromethoxy)-4-(1-(3-(dimethylamino)propyl)-1H-pyrazol-4-yl)-5-fluorophenyl)-9-methyl-6-oxo-6,7,8,9-tetrahydropyrido[3',2':4,5]pyrrolo[1,2-a]pyrazine-2-carboxamide FC(OC1=C(C=C(C(=C1)C=1C=NN(C1)CCCN(C)C)F)NC(=O)C=1C=CC=2C=C3N([C@@H](CNC3=O)C)C2N1)F